C1(=CC=CC=C1)S(=O)(=O)O.COC=1C=C(C=CC1OC)CC(C(CC(=O)O)C)C1NCCC2=CC(=C(C=C12)OC)OC 1-[(3,4-dimethoxyphenyl)-methyl]-1,2,3,4-tetrahydro-6,7-dimethoxy-2-methyl-2-carboxymethylethyl-isoquinoline benzenesulfonate